diethylaluminum cyanide C(C)[Al](CC)C#N